L-glycero-α-D-manno-heptopyranose O[C@@H]1[C@@H](O)[C@@H](O)[C@H](O)[C@H](O1)[C@@H](O)CO